CSC=1N=CC2=C(N1)N=C(C=C2C#C[Si](C(C)C)(C(C)C)C(C)C)NC(OCC2=CC=CC=C2)=O benzyl (2-(methylthio)-5-((triisopropylsilyl)ethynyl)pyrido[2,3-d]pyrimidin-7-yl)carbamate